O=C1N(C=NC2=CC=CC=C12)CC(=O)NNC1=CC=C(C=C1)Br 2-(4-oxoquinazolin-3(4H)-yl)-N'-(4-bromophenyl)acethydrazide